NC1=NC2=CC(=CC=C2C=C1Br)CC[C@H]1S[C@H]([C@@H]([C@@H]1O)O)N1C=CC2=C1N=CN=C2C (2R,3S,4R,5R)-2-(2-(2-amino-3-bromoquinolin-7-yl)ethyl)-5-(4-methyl-7H-pyrrolo[2,3-d]pyrimidin-7-yl)tetrahydrothiophene-3,4-diol